tert-Butyl 3-oxo-1-oxa-8-azaspiro[4.5]dec-ane-8-carboxylate O=C1COC2(C1)CCN(CC2)C(=O)OC(C)(C)C